1'-(4-chloro-2-fluorophenyl)-1-((4-(methylsulfonyl)phenyl)sulfonyl)spiro[indoline-3,4'-piperidine] ClC1=CC(=C(C=C1)N1CCC2(CC1)CN(C1=CC=CC=C12)S(=O)(=O)C1=CC=C(C=C1)S(=O)(=O)C)F